2-Oxo-6-(trifluoromethyl)-5-(4-((3-(trifluoromethyl)benzyl)oxy)phenyl)-1,2-dihydropyridine-3-carboxamide O=C1NC(=C(C=C1C(=O)N)C1=CC=C(C=C1)OCC1=CC(=CC=C1)C(F)(F)F)C(F)(F)F